(S)-3-(((1-hydroxy-3-(octadecyloxy)propan-2-yl)oxy)methyl)benzonitrile OC[C@@H](COCCCCCCCCCCCCCCCCCC)OCC=1C=C(C#N)C=CC1